5-(5-(4-(difluoromethyl)phenyl)-1-propionyl-4,5-dihydro-1H-pyrazol-3-yl)-4-methylthieno[2,3-b]pyridin-6(7H)-one FC(C1=CC=C(C=C1)C1CC(=NN1C(CC)=O)C1=C(C2=C(NC1=O)SC=C2)C)F